2,4-Bis(4-methoxyphenyl)-1,3-dithia-2,4-diphosphetane 2,4-disulfide COC1=CC=C(C=C1)P1(SP(S1)(C1=CC=C(C=C1)OC)=S)=S